N1CCC2(CC1)C(C=1C(=C3C=CC=CC3=CC1)C2)N dihydrospiro[cyclopenta[a]naphthalene-2,4'-piperidin]-3-amine